COC1=CC=C(C=C1)N1C([C@@H]([C@H]1C1=CC=C(C=C1)OC)CCCC1=CC=CC=C1)=O (3R,4S)-1,4-bis(4-methoxyphenyl)-3-(3-phenylpropyl)-2-azetidinone